[Cu].NC1=NC=C(C=2C1=CN(N2)C2OCCCC2)NC(=O)C(=O)N(CC2=NC=CC=C2)CC2=CC=CC1=CC=CC=C21 N-(4-amino-2-tetrahydropyran-2-yl-pyrazolo[4,3-c]pyridin-7-yl)-N'-(1-naphthylmethyl)-N'-(2-pyridylmethyl)oxamide Copper